FC(OC=1C=C(C=CC1)C=C)F 1-(3-(difluoromethoxy)phenyl)ethylene